(+)-Arginine N[C@@H](CCCNC(N)=N)C(=O)O